N1=C(C=CC=C1)NC1=C(C=CC=C1)C(C)(C)O 2-(2-(pyridin-2-ylamino)phenyl)propan-2-ol